C(C)N(CCC1CCN(CC1)C(=O)[C@H](CC(C)C)N1C([C@@H](NCC1)CC(C)C)=O)CC(C)C (S)-1-[(S)-1-[(4-{2-[N-Ethyl(isobutyl)amino]ethyl}-1-piperidyl)carbonyl]-3-methylbutyl]-3-isobutyl-2-piperazinone